tert-butyl 8-(6-(5,5-dimethyl-1,3,2-dioxaborinan-2-yl)-3-(ethylthio)-5-fluoro-7,9-dihydrofuro[3,4-f]quinazolin-1-yl)-3,8-diazabicyclo[3.2.1]octane-3-carboxylate CC1(COB(OC1)C=1C2=C(C=3C(=NC(=NC3C1F)SCC)N1C3CN(CC1CC3)C(=O)OC(C)(C)C)COC2)C